C1(=CC=CC=C1)P(C1=CC=C(C=C)C=C1)C1=CC=CC=C1 4-(diphenylphosphino)styrene